(1s,4s)-4-((7-morpholino-[1,2,4]triazolo[1,5-c]pyrimidin-5-yl)oxy)cyclohexan-1-amine O1CCN(CC1)C1=CC=2N(C(=N1)OC1CCC(CC1)N)N=CN2